C1(CC1)C(C(=O)N1C(C2=CC=C(C=C2C1)S(=O)(=O)CC1CC1)C(=O)NC1=CC=C(C=C1)C(C(F)(F)F)(C(F)(F)F)O)(F)F 2-[Cyclopropyl(difluoro)acetyl]-5-[(cyclopropylmethyl)sulfonyl]-N-[4-(1,1,1,3,3,3-hexafluoro-2-hydroxypropan-2-yl)phenyl]-2,3-dihydro-1H-isoindole-1-carboxamide